NC1=C2N=CN(C2=NC(=N1)F)[C@H]1C[C@@H]([C@@](O1)(C#C)CO[P@](=O)(OC1=CC=CC=C1)N[C@H](C(=O)OCC(CCCCCC)CCCCCC)CC1=CC(=CC(=C1)F)F)O 2-Hexyloctyl (S)-2-(((S)-(((2R,3S,5R)-5-(6-amino-2-fluoro-9H-purin-9-yl)-2-ethynyl-3-hydroxytetrahydrofuran-2-yl)methoxy)(phenoxy)phosphoryl)amino)-3-(3,5-difluorophenyl)propanoate